O[C@H](C(=O)NCCC1=CC=C(C=C1)OCC)C (S)-2-hydroxy-N-(4-ethoxyphenethyl)propanamide